CN1N=CC=2C1=NC(=CC2N2CCC(CC2)C2=C(C=C(C=N2)N2C[C@@H]([C@@H](CC2)N)F)C)C (3S,4R)-1-[6-[1-(1,6-dimethylpyrazolo[3,4-b]pyridin-4-yl)-4-piperidyl]-5-methyl-3-pyridyl]-3-fluoro-piperidin-4-amine